BrC=1C=C(C=C2C(CCNC12)NCCCNC1=CC(C2=C(N1)C=CS2)=O)Cl 5-[3-(8-bromo-6-chloro-1,2,3,4-tetrahydro-quinolin-4-ylamino)-propylamino]-4H-thieno[3,2-b]pyridin-7-one